C1(=C(CCC1)C(=O)OC)C(=O)OC Dimethyl cyclopent-1-ene-1,2-dicarboxylate